O.[Na+].[Na+].[Zn+2].C(CN(CC(=O)[O-])CC(=O)[O-])N(CC(=O)[O-])CC(=O)[O-] ethylenediaminetetraacetic acid zinc disodium salt hydrate